(1S,2S)-N-(2-methoxyethyl)-2-((tetrahydro-2H-pyran-2-yl)oxy)cyclopentan-1-amine COCCN[C@@H]1[C@H](CCC1)OC1OCCCC1